C1(CC1)N1N=CC(=C1)C=1C(=CC(=C(C(=O)O)C1)F)C 5-(1-cyclopropyl-1H-pyrazol-4-yl)-2-fluoro-4-methylbenzoic acid